2-(1-(4-fluorophenyl)-5-methoxy-2-methyl-1H-indol-3-yl)acetonitrile FC1=CC=C(C=C1)N1C(=C(C2=CC(=CC=C12)OC)CC#N)C